N-[3-(6-chloro-1,3-benzothiazol-2-yl)-1-bicyclo[1.1.1]pentanyl]-5-(1-methanesulfonylcyclopropyl)oxazole-2-carboxamide ClC1=CC2=C(N=C(S2)C23CC(C2)(C3)NC(=O)C=3OC(=CN3)C3(CC3)S(=O)(=O)C)C=C1